(1S)-6-chloro-1-(cyclohexylmethyl)-2-[4-(difluoromethyl)-6-(trifluoromethyl)-1,3,5-triazin-2-yl]-2,3,4,9-tetrahydro-1H-pyrido[3,4-b]indole ClC=1C=C2C3=C(NC2=CC1)[C@@H](N(CC3)C3=NC(=NC(=N3)C(F)F)C(F)(F)F)CC3CCCCC3